2-cyclopropyl-1-(4-methoxyphenyl)-2-thiocyanoethyl ketone C1(CC1)C(C(C1=CC=C(C=C1)OC)C(=O)C(C(C1CC1)SC#N)C1=CC=C(C=C1)OC)SC#N